FC1=C(C=CC(=C1)F)[C@H](C)NC(CN1C(N(C2=CC=C(C=C2C1=O)F)COC)=O)=O (S)-N-(1-(2,4-difluorophenyl)ethyl)-2-(6-fluoro-1-(methoxymethyl)-2,4-dioxo-1,4-dihydroquinazolin-3(2H)-yl)acetamide